2-[2-ethoxy-5-(4-ethylpiperazine-1-sulfonyl)phenyl]-5-methyl-7-n-propyl-3,7-dihydropyrrolo[2,3-d]pyrimidin-4-one monohydrochloride Cl.C(C)OC1=C(C=C(C=C1)S(=O)(=O)N1CCN(CC1)CC)C=1NC(C2=C(N1)N(C=C2C)CCC)=O